BrC1=CC(=C(CC(NC)C)C=C1OC)OC 4-bromo-2,5-dimethoxy-N-methylamphetamine